BrC1=C(C2=C(N(C(N(C2=O)C2=C(C(=CC=C2)OC)F)=O)CC2=C(C=CC=C2F)F)S1)CN(C(OCC1=CC=CC=C1)=O)C Benzyl N-({6-bromo-1-[(2,6-difluorophenyl) methyl]-3-(2-fluoro-3-methoxyphenyl)-2,4-dioxothieno[2,3-d]pyrimidin-5-yl} methyl)-N-methylcarbamate